The molecule is zwitterionic form of (S)-piperazine-2-carboxylic acid having an anionic carboxy group and a protonated 1-amino group. It is a conjugate acid of a (S)-piperazine-2-carboxylate. It is a tautomer of a (S)-piperazine-2-carboxylic acid. C1CNC[C@H]([NH2+]1)C(=O)[O-]